ClC=1C=NC=C(C1NC(C(=O)C1=CN(C2=CC=C(C=C12)O)CC1=CC=C(C=C1)F)=O)Cl N-(3,5-dichloropyridin-4-yl)-2-[1-(4-fluorobenzyl)-5-hydroxy-1H-indol-3-yl]-2-oxo-acetamide